FC=1C=C2C(NC(N(C2=CC1)CC=1C=CC(=C(C(=O)O)C1)F)=O)=O 5-((6-fluoro-2,4-dioxo-3,4-dihydroquinazolin-1(2H)-yl)methyl)-2-fluorobenzoic acid